4-{(1R,3R)-3-[4-(2,5-difluorophenyl)-1,3-oxazol-2-yl]-2,2-dimethylcyclopropyl}benzenesulfonamide FC1=C(C=C(C=C1)F)C=1N=C(OC1)[C@H]1C([C@@H]1C1=CC=C(C=C1)S(=O)(=O)N)(C)C